FC1(CCN(CC1)C1=CC(=CC=2N1C=CN2)NC(C2=C(C=C(C=C2)NS(=O)(=O)CCO)N2CCC1(CC1)CC2)=O)F N-(5-(4,4-difluoropiperidin-1-yl)imidazo[1,2-a]pyridin-7-yl)-4-((2-hydroxyethyl)sulfonamido)-2-(6-azaspiro[2.5]octan-6-yl)benzamide